C(C(O)C)(=O)O.CN(C(=N)N(CC)C)CC N,N'-dimethyl-N,N'-diethyl-guanidine lactate